OC1=C(C(=O)N(C)C2=CC=C(C=C2)C2=CC(=C(C(=C2)N(C2CCOCC2)CC)C)C(=O)NCC=2C(NC(=CC2C)C)=O)C=C(C(=C1)O)C(C)C 4'-(2,4-dihydroxy-5-isopropyl-N-methylbenzamido)-N-((4,6-dimethyl-2-oxo-1,2-dihydropyridin-3-yl)methyl)-5-(ethyl(tetrahydro-2H-pyran-4-yl)amino)-4-methyl-[1,1'-biphenyl]-3-carboxamide